monotridecyl ether sulfate S(=O)(=O)(O)O.C(CCCCCCCCCCCC)OCCCCCCCCCCCCC